C(C1=CC=CC=C1)N1CCC2=C(CC1)N=CC(=N2)O 7-benzyl-6,7,8,9-tetrahydro-5H-pyrazino[2,3-d]azepin-2-ol